OC(C(=O)O)CCCCCCCCCCCC Hydroxymyristic acid